1-(4-fluorophenyl)-(R,R)-1,2-propanediol FC1=CC=C(C=C1)[C@H]([C@@H](C)O)O